ClC1=C(C[N+]#[C-])C(=CC=C1)Cl 2,6-DICHLOROBENZYLISOCYANIDE